tert-butoxycarbonyl-[4-(3-chloro-10,11-dihydro-dibenzo[b,f]azepin-5-yl)butylamino]but-2-enoate C(C)(C)(C)OC(=O)C(=C(C(=O)[O-])NCCCCN1C2=C(CCC3=C1C=CC=C3)C=CC(=C2)Cl)C